rel-(S)-3-(6-((1-(5-chloro-4-((1-methyl-2-oxoindolin-5-yl)amino)pyrimidin-2-yl)piperidin-4-yl)amino)-1-methyl-1H-indazol-3-yl)piperidine-2,6-dione ClC=1C(=NC(=NC1)N1CCC(CC1)NC1=CC=C2C(=NN(C2=C1)C)[C@H]1C(NC(CC1)=O)=O)NC=1C=C2CC(N(C2=CC1)C)=O |o1:24|